N1C(=CC2=CC=CC=C12)C(C(=O)O)C=1NC2=CC=CC=C2C1.NCCSSCCN cystamine diindolylacetate